5-(N-(2-(aziridine-1-yl)ethyl)sulfamoyl)-4-chloro-2-methyl-N,N-dipropylbenzamide N1(CC1)CCNS(=O)(=O)C=1C(=CC(=C(C(=O)N(CCC)CCC)C1)C)Cl